4-methyl-6-oxo-1-phenyl-1,6-dihydropyridazine-3-amide CC=1C(=NN(C(C1)=O)C1=CC=CC=C1)C(=O)N